C(CC)NC(=O)OC1CC(C1)C(=O)OC methyl (1s,3s)-3-[(propylcarbamoyl)oxy]cyclobutane-1-carboxylate